Cl.FC(C(C(F)(F)F)OC(=O)N1CCNCC1)(F)F.ClC=1N(C=C(N1)Cl)CN1C(CC(C1)C1=CC(=C(C(=C1)F)F)F)=O 1-[(2,4-dichloro-1H-imidazol-1-yl)methyl]-4-(3,4,5-trifluorophenyl)pyrrolidin-2-one 1,1,1,3,3,3-hexafluoropropan-2-yl-piperazine-1-carboxylate mono-hydrochloride salt